(S)-3-((Benzyloxy)methyl-d2)-1,4-oxazepan-5-one C(C1=CC=CC=C1)OC([C@@H]1COCCC(N1)=O)([2H])[2H]